benzyl (2R*)-4-(2,2,2-trifluoroethyl)-1,2,3-oxathiazolidine-3-carboxylate 2-oxide FC(CC1N([S@@](OC1)=O)C(=O)OCC1=CC=CC=C1)(F)F |o1:5|